FC=1C=C(C=C(C1)F)C1=NO[C@](C1)(C(=O)NC1CC(OC1)C(=O)O)C(C)(F)F 4-[[(5R)-3-(3,5-difluorophenyl)-5-(1,1-difluoro-ethyl)-4H-isoxazole-5-carbonyl]amino]tetrahydrofuran-2-carboxylic acid